3-bromo-2-fluoro-phenol BrC=1C(=C(C=CC1)O)F